Cl.Cl.NCCS(=O)(=O)NC1=C(C=CC=C1)N 2-amino-N-(2-aminophenyl)ethane-1-sulfonamide dihydrochloride